Cl.N1C[C@@H](CC1)C(=O)OC |r| rac-methyl (3R)-pyrrolidine-3-carboxylate monohydrochloride